tert-butyl 3-chloro-4-(trifluoromethoxy)benzyl(4-(2-((1-(tetrahydro-2H-pyran-2-yl)-6-(1H-1,2,4-triazol-1-yl)-1H-indazol-4-yl)amino)ethoxy)butyl)carbamate ClC=1C=C(CN(C(OC(C)(C)C)=O)CCCCOCCNC2=C3C=NN(C3=CC(=C2)N2N=CN=C2)C2OCCCC2)C=CC1OC(F)(F)F